Tert-butyl (3S)-3-(5-cyano-3-pyridyl)isoxazolidine-2-carboxylate C(#N)C=1C=C(C=NC1)[C@H]1N(OCC1)C(=O)OC(C)(C)C